OC=1C2=C(N=C(N1)C1=NC=CC=N1)CCN(C2C)C(=O)OCC2=CC=CC=C2 Benzyl 4-hydroxy-5-methyl-2-pyrimidin-2-yl-7,8-dihydro-5H-pyrido[4,3-d]pyrimidine-6-carboxylate